7-(3-ethyl-5-(piperidin-4-yl)-1H-indol-2-yl)-1-methyl-1H-pyrazolo[4,3-b]pyridine C(C)C1=C(NC2=CC=C(C=C12)C1CCNCC1)C1=C2C(=NC=C1)C=NN2C